(S)-3-((2,3-Dihydrobenzo[b][1,4]dioxin-5-yl)oxy)-N-methyl-3-(thiophen-2-yl)propan-1-amine O1C2=C(OCC1)C(=CC=C2)O[C@@H](CCNC)C=2SC=CC2